3-[(4-methoxyphenyl)methyl]-2-{[(4-methoxyphenyl)methyl]sulfanyl}-7-methyl-8-{4-[(1-methylpiperidin-4-yl)oxy]phenyl}pyrazolo[1,5-a][1,3,5]triazin-4-one COC1=CC=C(C=C1)CN1C(=NC=2N(C1=O)N=C(C2C2=CC=C(C=C2)OC2CCN(CC2)C)C)SCC2=CC=C(C=C2)OC